5-methyl-2,2'-bipyridine CC=1C=CC(=NC1)C1=NC=CC=C1